CC1(CN(CC1)C(=O)C=1C=NC=C(C1N1C[C@](CC1)(N)C)C1=NC2=C(N1)C=CC=C2C)C (3S)-1-[3-(3,3-dimethylpyrrolidine-1-carbonyl)-5-(4-methyl-1H-1,3-benzodiazol-2-yl)pyridin-4-yl]-3-methylpyrrolidin-3-amine